Cl.CS(=O)(=O)O methyl-sulfonate, hydrochloride